OC1=CC=C(C=C1)C(C(F)(F)F)C(F)(F)F (4-hydroxyphenyl)hexafluoropropane